1-(2-amino-5-(3-amino-7-(1H-pyrazol-4-yl)isoxazolo[4,5-c]pyridin-4-yl)-4-fluorophenyl)ethan-1-one NC1=C(C=C(C(=C1)F)C1=NC=C(C2=C1C(=NO2)N)C=2C=NNC2)C(C)=O